iodomethyl-triphenyl-phosphonium iodide [I-].IC[P+](C1=CC=CC=C1)(C1=CC=CC=C1)C1=CC=CC=C1